F[C@@H]1CC2=CCCN2C1 (2R)-2-Fluorotetrahydro-1H-pyrrolizine